C(#N)C=1C=C(C=CC1)C=1N=C(SC1C1=CC(=NC(=C1)C)C)NC(=O)N1CC2(C1)NC(OCC2)=O N-[4-(3-Cyanophenyl)-5-(2,6-dimethyl-4-pyridyl)thiazol-2-yl]-6-oxo-7-oxa-2,5-diazaspiro[3.5]nonan-2-carboxamid